[AsH3]=O arsine oxide